FC1=CC=C(C=C1)N(C1=CC=C2C=C(COC2=C1)C(C(F)(F)F)=O)C1=CC=C(C=C1)F 7-[bis(4-fluorophenyl)amino]-3-(2,2,2-trifluoroethan-1-one-1-yl)-2H-chromen